N-(3-(tert-butyl)isoxazol-5-yl)-2-(4-(5-(pyrimidin-5-yl)-1H-benzo[d]imidazol-1-yl)phenyl)acetamide C(C)(C)(C)C1=NOC(=C1)NC(CC1=CC=C(C=C1)N1C=NC2=C1C=CC(=C2)C=2C=NC=NC2)=O